6-bromo-2-(trifluoromethyl)-1H-pyrrolo[3,2-b]pyridine BrC=1C=C2C(=NC1)C=C(N2)C(F)(F)F